FC1(CN([C@@H]2[C@H]1NOC2)CC2=C([C@@H](N=C(N2)C=2SC=CN2)C2=C(C(=CC=C2)F)C)C(=O)OCC)F (S)-ethyl 6-(((cis)-6,6-difluorotetrahydro-1H-pyrrolo[3,2-c]isoxazol-4(5H)-yl) methyl)-4-(3-fluoro-2-methylphenyl)-2-(thiazol-2-yl)-1,4-dihydropyrimidine-5-carboxylate